3-(trifluoromethyl)piperidin-3-ol FC(C1(CNCCC1)O)(F)F